3-methylpyrido[4,3-d]pyrimidin-4(3H)-one CN1C=NC2=C(C1=O)C=NC=C2